COC(=O)C=1C(=NC=NC1)C1=C(C=CC=C1)F 4-(2-fluorophenyl)pyrimidine-5-carboxylic acid methyl ester